2-[(2-{1-[(tert-butoxy)carbonyl]-1H-indol-5-yl}ethyl)({[(9H-fluoren-9-yl)methoxy]carbonyl})amino]acetic acid C(C)(C)(C)OC(=O)N1C=CC2=CC(=CC=C12)CCN(CC(=O)O)C(=O)OCC1C2=CC=CC=C2C=2C=CC=CC12